[4-[[tert-butyl (dimethyl) silyl]oxymethyl]cyclohexen-1-yl]trifluoromethanesulfonate [Si](C)(C)(C(C)(C)C)OCC1CC=C(CC1)OS(=O)(=O)C(F)(F)F